6,6-dimethyl-bicyclo[3.1.1]hept-2-en CC1(C2CC=CC1C2)C